4-[[phenylmethylsulfonyl]oxy]-5-amino-3(2H)-furanone C1(=CC=CC=C1)CS(=O)(=O)OC=1C(COC1N)=O